S(=O)(=O)([O-])OOS(=O)(=O)[O-].[NH4+].[NH4+] ammonium monopersulfate